C1(CC1)C1=C(C=C(C(=O)O)C=C1)C=1C=NC(=CC1)F 4-cyclopropyl-3-(6-fluoropyridin-3-yl)benzoic acid